1-bromo-2,4-dimethyl-5-nitrobenzene BrC1=C(C=C(C(=C1)[N+](=O)[O-])C)C